O=C1[C@@H]2CN([C@H](C1)C2)C(=O)N2CC1=C(C=C(C=C1CC2)Cl)[C@H]2NCCOC2 (R)-3-(2-((1S,4S)-2-oxo-5-azabicyclo[2.2.1]heptane-5-carbonyl)-6-chloro-1,2,3,4-tetrahydroisoquinolin-8-yl)morpholine